COC1=CC(=C(C(=C1)C)N1CCCN(S1(=O)=O)CC(=O)NC1C2CC3(CC(CC1C3)C2)C(=O)N)C 4-(2-(6-(4-methoxy-2,6-dimethylphenyl)-1,1-dioxido-1,2,6-thiadiazinan-2-yl)acetamido)adamantane-1-carboxamide